(R)-5-(5-(5-chloro-1-methyl-2-oxo-1,2-dihydropyridin-3-yl)-6-(4-chlorophenyl)-1-isopropyl-4-oxo-1,4,5,6-tetrahydropyrrolo[3,4-d]imidazol-2-yl-6-d)-6-methoxynicotinic acid ClC=1C=C(C(N(C1)C)=O)N1[C@](C=2N(C(=NC2C1=O)C=1C(=NC=C(C(=O)O)C1)OC)C(C)C)([2H])C1=CC=C(C=C1)Cl